(R)-4-(2-Amino-4-((1-hydroxy-2-methylhexan-2-yl)amino)quinazolin-7-yl)-5-(((2-Hydroxyethyl)(methyl)amino)methyl)pyridin-2(1H)-one NC1=NC2=CC(=CC=C2C(=N1)N[C@@](CO)(CCCC)C)C1=CC(NC=C1CN(C)CCO)=O